1-ACETYL-2-CARBOXYPIPERIDINE C(C)(=O)N1C(CCCC1)C(=O)O